5-carbamoyl-2-[2-(4-fluoro-phenyl)-butyrylamino]-4-methyl-thiophene-3-carboxylic acid methyl ester COC(=O)C1=C(SC(=C1C)C(N)=O)NC(C(CC)C1=CC=C(C=C1)F)=O